[(2S,5S)-2,3-dihydro-2,5-methano-1,4-benzoxazepin-4(5H)-yl][1-(trifluoromethyl)cyclopentyl]methanone O1[C@@H]2CN([C@H](C3=C1C=CC=C3)C2)C(=O)C2(CCCC2)C(F)(F)F